2-(2-(2-((4-(2-oxoindolin-5-yl)pyridin-2-yl)amino)ethoxy)phenyl)acetamide O=C1NC2=CC=C(C=C2C1)C1=CC(=NC=C1)NCCOC1=C(C=CC=C1)CC(=O)N